FC=1C=C(C=CC1)C1=CC(N(C=N1)C[C@@]1(CCN(CC12CCCC2)C(=O)N2[C@@H](CNCC2)C2=CC(=CC=C2)F)O)=O 6-(3-Fluorophenyl)-3-(((S)-7-((R)-2-(3-fluorophenyl)piperazine-1-carbonyl)-10-hydroxy-7-aza-spiro[4.5]decan-10-yl)methyl)pyrimidin-4(3H)-one